C1(CCCCC1)C(=O)N1CCN(CC1)CC1=CC(=CC=C1)[N+](=O)[O-] cyclohexyl-(4-(3-nitrobenzyl)piperazin-1-yl)methanone